6-((3-((S)-3-(3-fluorophenyl)isoxazolidine-2-carbonyl)cyclobutyl)amino)pyrimidine-4-carbonitrile FC=1C=C(C=CC1)[C@H]1N(OCC1)C(=O)C1CC(C1)NC1=CC(=NC=N1)C#N